C1(CCC(N1C(C(=O)O)CCC)=O)=O.C(CCCC)(=O)ON1C(CCC1=O)=O succinimidyl valerate (succinimidyl valerate)